N-(3-(5-chloro-1H-indol-3-yl)propyl)-4-(3-(pyrrolidin-1-yl)propoxy)benzenesulfonamide ClC=1C=C2C(=CNC2=CC1)CCCNS(=O)(=O)C1=CC=C(C=C1)OCCCN1CCCC1